arsenic selenide telluride [As](=[Se])=[Te]